4-methyl-isoquinoline-5-carboxylic acid CC1=CN=CC=2C=CC=C(C12)C(=O)O